1-phenyl-1,2-propanedione C1(=CC=CC=C1)C(C(C)=O)=O